2-Hydroxy-5-(pentafluoro-λ6-sulfaneyl)benzoic acid OC1=C(C(=O)O)C=C(C=C1)S(F)(F)(F)(F)F